ClC=1C(C(=O)O)=CC(C(C1Cl)Cl)=S(=O)=O 2,4-dichloro-5-sulfonylchlorobenzoic acid